COC1=CC=C(C=C1)[C@H](C)N (S)-1-(4-methoxyphenyl)ethan-1-amine